6-(Methyl-d3)-2-((1-methyltetrazol-5-yl)thio)-3-((4-methyl-4H-1,2,4-triazol-3-yl)thio)quinoxaline-5,7,8-d3 C(C1=C(C=2N=C(C(=NC2C(=C1[2H])[2H])SC1=NN=NN1C)SC1=NN=CN1C)[2H])([2H])([2H])[2H]